7-((3-methylpiperidin-4-yl)methyl)-2-(((S)-pent-2-yl)oxy)imidazo[2,1-f][1,2,4]triazin-4-amine CC1CNCCC1CC1=CN=C2C(=NC(=NN21)O[C@@H](C)CCC)N